CC=1N=C2C(=NC1)NN=C2C#N 5-methyl-1H-pyrazolo[3,4-b]Pyrazine-3-carbonitrile